2-(2,6-dichlorobenzamido)-3-(1-(5-(5,6,7,8-tetrahydro-1,8-naphthyridin-2-yl)pentyl)cyclopropyl)propanoic acid ClC1=C(C(=O)NC(C(=O)O)CC2(CC2)CCCCCC2=NC=3NCCCC3C=C2)C(=CC=C1)Cl